Carbonic acid 7-[4-(4-benzo[b]thiophen-4-ylpiperazin-1-yl)butoxy]-4,4-dimethyl-2-oxo-3,4-dihydro-2H-quinolin-1-ylmethyl ester cyclohexyl ester C1(CCCCC1)OC(OCN1C(CC(C2=CC=C(C=C12)OCCCCN1CCN(CC1)C1=CC=CC=2SC=CC21)(C)C)=O)=O